1-[6-(1-{[(2-Aminopyrazolo[1,5-a]pyrimidin-3-yl)carbonyl]amino}ethyl)-4-chloro-2H-indazol-7-yl]piperidine NC1=NN2C(N=CC=C2)=C1C(=O)NC(C)C=1C=C(C2=CNN=C2C1N1CCCCC1)Cl